2-trans-1-amino-2-[[2-oxo-3-(3-oxo-4H-pyrido[3,2-b][1,4]oxazin-6-yl)-1-oxa-3,8-diazaspiro[4.5]decan-8-yl]methyl]-2,3-dihydro-1H-indene-4-carbonitrile NC1C(CC=2C(=CC=CC12)C#N)CN1CCC2(CN(C(O2)=O)C=2C=CC=3OCC(NC3N2)=O)CC1